(R)-N-((1S)-3-hydroxy-4,4-dimethoxy-1-(pyrazin-2-yl)butyl)-2-methylpropane-2-sulfinamide OC(C[C@@H](C1=NC=CN=C1)N[S@](=O)C(C)(C)C)C(OC)OC